(1-(3-bromo-2-methylphenyl)cyclopropyl)-5-(2-(dimethylamino)ethoxy)-2-methylbenzamide BrC=1C(=C(C=CC1)C1(CC1)C=1C(=C(C(=O)N)C=C(C1)OCCN(C)C)C)C